FC1=C(C=2C=NC(=NC2C=C1C1=C(C2=C(OCCN2)N=C1)C)N)N 6-fluoro-7-(8-methyl-2,3-dihydro-1H-pyrido[2,3-b][1,4]oxazin-7-yl)quinazoline-2,5-diamine